C1(=CC=CC=C1)C(CCNC(=O)CNCC(=O)O)C1=CC=CC=C1 N-(N-(3,3-diphenylpropyl)-carbamylmethyl)glycine